(E)-5-phenyl-2-(pyrrolidine-2-yl)thiazole C1(=CC=CC=C1)C1=CN=C(S1)C1NCCC1